3-[4-[2-[1-[4-[(3R,5R)-5-[(5-chloro-1-methyl-6-oxo-pyridazin-4-yl)amino]-1-methyl-3-piperidyl]benzoyl]azetidin-3-yl]ethynyl]phenyl]piperidine-2,6-dione ClC1=C(C=NN(C1=O)C)N[C@@H]1C[C@@H](CN(C1)C)C1=CC=C(C(=O)N2CC(C2)C#CC2=CC=C(C=C2)C2C(NC(CC2)=O)=O)C=C1